C(C(C)(C)C)C1(C=CC=C1)[Hf](N(CC)CC)(N(CC)CC)N(CC)CC (neopentyl-cyclopentadienyl)tris(diethylamino)hafnium